3-methyl-butanol CC(CCO)C